C(CCCC)OC([C@H]1N(CCC1)C(C)=O)=O.C1(=CC=CC=C1)C1(C2=CC=CC=C2C=2C=CC=CC12)C=1C=C(C=CC1)C=1C=C(C=CC1)C1=CC=CC2=C1OC1=C2C=CC=C1 4-{3-[3-(9-phenyl-9H-fluorene-9-yl)phenyl]phenyl}dibenzofuran n-pentyl-N-acetylprolinate